BrC1=C(C=C2C(=CC(NC2=C1F)=O)O)I 7-bromo-8-fluoro-4-hydroxy-6-iodoquinolin-2(1H)-one